C(C)(C)(C)OC(=O)N1CCC(CC1)NC=1C=CC(=C(C(=O)O)C1)C 5-[(1-tert-butoxycarbonyl-4-piperidyl)amino]-2-methyl-benzoic acid